benzyl (E)-3-(2-chlorooxazol-4-yl)prop-2-enoate ClC=1OC=C(N1)/C=C/C(=O)OCC1=CC=CC=C1